rac-5-(1-methylindol-5-yl)-3-[6-methyl-3-[3-(trifluoro-methyl)phenoxy]pyridazin-4-yl]-4,5,6,7-tetrahydro-1,2,4-oxadiazepine CN1C=CC2=CC(=CC=C12)[C@@H]1NC(=NOCC1)C1=C(N=NC(=C1)C)OC1=CC(=CC=C1)C(F)(F)F |r|